tert-butyl (2-aminoethyl)((tributylstannyl)methyl)carbamate NCCN(C(OC(C)(C)C)=O)C[Sn](CCCC)(CCCC)CCCC